tert-butyl 4-(3-methyl-6-oxo-5-(2-(trifluoromethoxy)benzyl)-5,6-dihydropyrido[2,3-b]pyrazin-7-yl)piperidine-1-carboxylate CC1=CN=C2C(=N1)N(C(C(=C2)C2CCN(CC2)C(=O)OC(C)(C)C)=O)CC2=C(C=CC=C2)OC(F)(F)F